benzene-2,3,5,6-d4-sulfonamide C1(=C(C(=CC(=C1[2H])[2H])[2H])[2H])S(=O)(=O)N